1-(2,4-dichloro-5H-pyrimido[5,4-b]indol-8-yl)-N,N-dimethyl-methanamine ClC=1N=C(C=2NC=3C=CC(=CC3C2N1)CN(C)C)Cl